CSCC1CO1 (1R,4S)-(-)-2-azabicyclo[2.2.1]hept-5-en-3-one